ClC1=CC=C(C=C1)C(C=C)=O 1-(4-Chlorophenyl)prop-2-en-1-one